S1C=NC2=C1C=CC=C2C=2C=1N(C(=NC2)NCC2=C(C=CC3=C2CCO3)F)C=NN1 8-(benzo[d]thiazol-4-yl)-N-((5-fluoro-2,3-dihydrobenzofuran-4-yl)methyl)-[1,2,4]triazolo[4,3-c]pyrimidin-5-amine